(±)-7-methyl-9-{[methyl-(phenyl)amino]methyl}-2-morpholin-4-yl-pyrido[1,2-a]pyrimidin-4-one CC=1C=C(C=2N(C(C=C(N2)N2CCOCC2)=O)C1)CN(C1=CC=CC=C1)C